C(C1=CC=CC=C1)N1C(C=C(C2=CN=C(C(=C12)F)Cl)Cl)=O 1-benzyl-4,7-dichloro-8-fluoro-1,2-dihydro-1,6-naphthyridin-2-one